C[N+](CC)(C)C N,N,N-trimethylethan-1-aminium